Triethylenglycol monomethyl ether COCCOCCOCCO